C1(C=CC2=CC=CC=C12)/C/1=C/C(=O)OC1=O indene-maleic anhydride